CC1(OC[C@@H](N1C(=O)OC(C)(C)C)C=C)C tert-Butyl (4S)-2,2-dimethyl-4-vinyl-1,3-oxazolidine-3-carboxylate